2'-[6-amino-5-(difluoromethoxy)pyridin-3-yl]-N-[(1R)-1-(5-fluoropyridin-3-yl)ethyl]-5',6'-dihydrospiro[pyrrolidine-3,4'-pyrrolo[1,2-b]pyrazole]-1-carboxamide NC1=C(C=C(C=N1)C=1C=C2N(N1)CCC21CN(CC1)C(=O)N[C@H](C)C=1C=NC=C(C1)F)OC(F)F